COC([C@@H](NC(=O)C=1N=C(SC1)N1CCC(CC1)NC(=O)C1CCOCC1)CO[Si](C)(C)C(C)(C)C)=O.O(C1=CC=CC=C1)CCC(OC)(OC)CCOC1=CC=CC=C1 bis(phenoxyethyl)methylal Methyl-O-(tert-butyldimethylsilyl)-N-(2-(4-(tetrahydro-2H-pyran-4-carboxamido)piperidin-1-yl)thiazole-4-carbonyl)-L-serinate